ClC1=C2C(=CNC2=CC=C1)C(C(F)F)O 1-(4-chloro-1H-indol-3-yl)-2,2-difluoroethane-1-ol